[2,5'-biisoquinoline]-7-carboxylate C1N(C=CC2=CC=C(C=C12)C(=O)[O-])C=1C=2C=CN=CC2C=CC1